2-trifluoroethoxy-1,3,2-dioxaphosphorinane phosphate P(=O)(O)(O)O.FC(COP1OCCCO1)(F)F